C(C=C)CS(=O)(=O)O.CS(=O)(=O)OCC=C allyl methanesulfonate (allyl methanesulfonate)